trans-N1-(5-(imidazo[1,2-a]pyridin-6-yl)pyrrolo[2,1-f][1,2,4]triazin-2-yl)-N4,N4-dimethylcyclohexane-1,4-diamine N=1C=CN2C1C=CC(=C2)C=2C=CN1N=C(N=CC12)N[C@@H]1CC[C@H](CC1)N(C)C